CC=1C(=C(C=C(C1)C(F)(F)F)O)C1=CC=C2C(=N1)N=C(O2)N2CCNCC2 3-Methyl-2-(2-piperazin-1-yloxazolo[4,5-b]pyridin-5-yl)-5-(trifluoromethyl)phenol